trans-4-(3-(but-2-ynamido)cyclohexyl)-3-chloro-5,6-difluoro-2-methyl-1H-indole-7-carboxamide C(C#CC)(=O)N[C@@H]1C[C@H](CCC1)C1=C2C(=C(NC2=C(C(=C1F)F)C(=O)N)C)Cl